FC1=CC=C(C=C1)[C@@H]1[C@H](C1)C1=CC(N(C(=C1)C)C1=CC=NC=C1C)=O 4-((1S,2S)-2-(4-fluorophenyl)cyclopropyl)-5',6-dimethyl-2H-[1,4'-bipyridin]-2-one